hydrogen chloride butyl-acetate C(CCC)OC(C)=O.Cl